cis-5-((5-(3-((4-(tert-butyl)pyridin-2-yl)oxy)cyclopentyl)-1H-pyrazol-3-yl)amino)-4-fluoro-2,3-dihydrobenzo[d]isothiazole 1,1-dioxide C(C)(C)(C)C1=CC(=NC=C1)O[C@H]1C[C@H](CC1)C1=CC(=NN1)NC=1C=CC2=C(CNS2(=O)=O)C1F